C(N)(=O)C1(CCN(CC1)C(=O)OC(C)(C)C)F tert-Butyl 4-carbamoyl-4-fluoropiperidine-1-carboxylate